methyl (E)-1-(2-(((tert-butoxycarbonyl)amino) methyl)-3-fluoroallyl)-1H-pyrazole-4-carboxylate C(C)(C)(C)OC(=O)NC/C(/CN1N=CC(=C1)C(=O)OC)=C\F